5-benzyloxy-2-(4-bromo-2,6-dichloro-phenoxy)-4-cyclopropylsulfonyl-pyridine C(C1=CC=CC=C1)OC=1C(=CC(=NC1)OC1=C(C=C(C=C1Cl)Br)Cl)S(=O)(=O)C1CC1